CC=1C=C(C=C(C1)C)C=1C=NC=C(C1N1C[C@H](CC1)NC(OC(C)(C)C)=O)C=O tert-butyl (S)-(1-(3-(3,5-dimethylphenyl)-5-formylpyridine-4-yl)pyrrolidin-3-yl)carbamate